N-(5-chloro-6-(2H-1,2,3-triazol-2-yl)pyridin-3-yl)-1-(2-cyanoquinolin-5-yl)-5-(trifluoromethyl)-1H-pyrazole-4-carboxamide ClC=1C=C(C=NC1N1N=CC=N1)NC(=O)C=1C=NN(C1C(F)(F)F)C1=C2C=CC(=NC2=CC=C1)C#N